C(C)S(=O)(=O)C1=NN2C(N=C(C=C2)N2N=C(N=C2)C(F)(F)F)=C1C1=NC=C(N=C1)OCC(C(F)(F)F)(F)F 2-(ethylsulfonyl)-3-(5-(2,2,3,3,3-pentafluoropropoxy)pyrazin-2-yl)-5-(3-(trifluoromethyl)-1H-1,2,4-triazol-1-yl)pyrazolo[1,5-a]pyrimidine